N-(3-methoxybenzyl)-4-(2-(2-morpholinoethoxy)ethoxy)aniline COC=1C=C(CNC2=CC=C(C=C2)OCCOCCN2CCOCC2)C=CC1